O=C1NC(CCC1N1N=NC2=C(C1=O)C=C(C=C2)CNC(=O)NC2=CC(=C(C=C2)C)O)=O 1-((3-(2,6-dioxopiperidin-3-yl)-4-oxo-3,4-dihydrobenzo[d][1,2,3]triazin-6-yl)methyl)-3-(3-hydroxy-4-methylphenyl)urea